4-(tert-butoxycarbonylamino)pentyl 4-methylbenzenesulfonate CC1=CC=C(C=C1)S(=O)(=O)OCCCC(C)NC(=O)OC(C)(C)C